OC1=C(C=C(C=C1C(C)(C)C1=CC=CC=C1)C(C)(C)C1=CC=CC=C1)B(O)O 2-hydroxy-3,5-dicumylphenylboronic acid